N[C@H](C(=O)O)COCC1=C(C=CC=C1)Cl (2S)-2-amino-3-[(2-chloro-phenyl)methoxy]propanoic acid